(±)-8-((cis)-3-hydroxycyclopentylamino)-3,7-dimethyl-1-((3-phenyl-1-((2-(trimethylsilyl)ethoxy)methyl)-1H-pyrazol-5-yl)methyl)-1H-purine-2,6(3H,7H)-dione O[C@H]1C[C@H](CC1)NC1=NC=2N(C(N(C(C2N1C)=O)CC1=CC(=NN1COCC[Si](C)(C)C)C1=CC=CC=C1)=O)C |r|